N-{[1-(4-Methoxypiperidine-1-carbonyl)cyclobutyl]methyl}-4H,5H,6H,7H,8H,9H-cycloocta[b]thiophene-2-carboxamide COC1CCN(CC1)C(=O)C1(CCC1)CNC(=O)C1=CC2=C(S1)CCCCCC2